NCC1=NNC(C2=CC=C(C=C12)C=1C=NC=C(C1)SC1=C(C=CC=C1)Cl)=O 4-(aminomethyl)-6-(5-((2-chlorophenyl)thio)pyridin-3-yl)phthalazin-1(2H)-one